COC(C1=NC=C(C=C1)NC=1OC(=C(N1)C)C1=CC=C(C=C1)C(F)(F)F)=O.CC1=C(OC=C1)C(=O)N(CCN1CCN(CC1)CCC=1SC=CC1)C1=CC=CC=C1 3-methyl-N-phenyl-N-(2-(4-(2-(thiophen-2-yl)ethyl)piperazin-1-yl)ethyl)furan-2-carboxamide methyl-5-((4-methyl-5-(4-(trifluoromethyl)phenyl)oxazol-2-yl)amino)picolinate